Cl.Cl.ClC1=C(C=CC=C1)CN(C[C@@H]1CC[C@H](CC1)CN)CC1=C(C=CC=C1)Cl trans-N,N-bis[2-Chlorophenylmethyl]-1,4-cyclohexanedimethanamine dihydrochloride